2-morpholino-5-(4,4,5,5-tetramethyl-1,3,2-dioxaborolan-2-yl)pyridine-3-carbonitrile O1CCN(CC1)C1=NC=C(C=C1C#N)B1OC(C(O1)(C)C)(C)C